4-(2,6-difluorophenyl)-6-methyl-5-phenyl-pyridazin-3-carbonitrile FC1=C(C(=CC=C1)F)C1=C(N=NC(=C1C1=CC=CC=C1)C)C#N